6-(4,5-dihydro-1H-imidazol-2-yl)-2-methoxy-3-(3-morpholin-4-ylpropoxy)aniline N1C(=NCC1)C1=CC=C(C(=C1N)OC)OCCCN1CCOCC1